FC1=C(C=CC=C1)N1C=NC(=C1)C(=O)N 1-(2-fluorophenyl)-1H-imidazole-4-carboxamide